3,4-dichloro-2-(trifluoromethyl)pyridine 1-oxide ClC=1C(=[N+](C=CC1Cl)[O-])C(F)(F)F